(S)-N1-methyl-5-(3-methylbenzofuran-2-carboxamido)-2-oxo-N6-(2-oxo-1-(2-oxo-2-((1S,2S,3S,5R)-2,6,6-trimethylbicyclo[3.1.1]heptan-3-ylamino)ethyl)-1,2-dihydropyridin-3-yl)hexanediamide CNC(C(CC[C@@H](C(=O)NC=1C(N(C=CC1)CC(N[C@@H]1[C@H]([C@H]2C([C@@H](C1)C2)(C)C)C)=O)=O)NC(=O)C=2OC1=C(C2C)C=CC=C1)=O)=O